4,4'-([1,1'-biphenyl]-4,4'-diylbis(oxy))diphthalic acid C1(=CC=C(C=C1)OC=1C=C(C(C(=O)O)=CC1)C(=O)O)C1=CC=C(C=C1)OC=1C=C(C(C(=O)O)=CC1)C(=O)O